PYRAZINECARBOXYLIC ACID N1=C(C=NC=C1)C(=O)O